FC(OC1=CC(=CC2=C1N=CS2)C(=O)O)(F)F 4-(trifluoromethoxy)-1,3-benzothiazole-6-carboxylic acid